2-amino-5-(3,4-difluorophenyl)-4-oxo-4,5-dihydrofuran-3-yl phenylmethanesulfonate C1(=CC=CC=C1)CS(=O)(=O)OC1=C(OC(C1=O)C1=CC(=C(C=C1)F)F)N